COC=1C=C(C=CC1)SC1=C(C=CC=C1)NC(CNC(=O)C1=CC=CC2=CC=CC=C12)=O N-(2-((2-((3-methoxyphenyl)thio)phenyl)amino)-2-oxoethyl)-1-naphthamide